COC=1C(=CC(=NC1)C(F)(F)F)C1=CC=NC(=C1)C 5'-methoxy-6-methyl-2'-(trifluoromethyl)-[4,4'-bipyridine]